2,4-dimethyloctane CC(C)CC(CCCC)C